BrC1=C(C=O)C(=CC(=C1)F)F 2-bromo-4,6-difluorobenzaldehyde